β-carboxyglutaric acid C(=O)(O)C(CC(=O)O)CC(=O)O